3-bromo-1-(methoxymethyl)-1a,6b-dihydro-1H-cyclopropa[b]benzofuran BrC1=CC=CC=2C3C(OC21)C3COC